1-(trans-2-(benzyloxy)cyclobutyl)-N-(3-chloro-5-(methylsulfonamido)phenyl)-1H-pyrazole-4-carboxamide C(C1=CC=CC=C1)O[C@H]1[C@@H](CC1)N1N=CC(=C1)C(=O)NC1=CC(=CC(=C1)NS(=O)(=O)C)Cl